C1(CC1)C1(CN(CCC1)C=1C2=C(N=C(N1)OC[C@]13CCCN3C[C@@H](C1)F)C(=C(N=C2)C2=CC(=CC1=CC=C(C(=C21)CC)F)O)F)O 3-Cyclopropyl-1-(7-(8-ethyl-7-fluoro-3-hydroxy-naphthalen-1-yl)-8-fluoro-2-(((2R,7aS)-2-fluorotetrahydro-1H-pyrrolizin-7a(5H)-yl)methoxy)pyrido[4,3-d]pyrimidin-4-yl)piperidin-3-ol